NC1=C2C=3C(=C4C(=NC3C=C1C)C1=CC3=C(C(N1C4)=O)COC([C@]3(O)CC)=O)C=CS2 (S)-4-amino-9-ethyl-9-hydroxy-5-methyl-12,15-dihydro-13H-pyrano[3',4':6,7]indolizino[1,2-b]thiopyrano[4,3,2-de]quinoline-10,13(9H)-dione